(15Z)-tetracosane CCCCCCCCCCCCCCCCCCCCCCCC